N-(3-(4-methylpyridin-3-yl)allyl)piperidin-4-amine CC1=C(C=NC=C1)C=CCNC1CCNCC1